C(\C=C\C(=O)[O-])(=O)OCCCCCCCCCCCCCCCCCC.[Na+] sodium endo-stearyl fumarate